ClCC1=CC=C(C=C1)N1C(=NC=2C1=NC(=CC2)C2=C(C=CC=C2)F)C=2C(=NC=CC2)N 3-(4-(Chloromethyl)phenyl)-5-(2-fluorophenyl)-3H-imidazo[4,5-b]pyridin-2-yl-pyridin-2-amine